(3-fluoro-4-((2-keto-2,3-dihydro-1H-imidazo[4,5-b]pyridin-7-yl)oxy)phenyl)-1-phenyl-5-(trifluoromethyl)-1H-pyrazole-4-carboxamide FC=1C=C(C=CC1OC1=C2C(=NC=C1)NC(N2)=O)C2=NN(C(=C2C(=O)N)C(F)(F)F)C2=CC=CC=C2